2-hydroxy-ethyl-1-(2-hydroxy-phenyl)-2-propanone OCCC(C(C)=O)C1=C(C=CC=C1)O